C[C@H]1CC[C@@H](N(C1)C(=O)OC(C)(C)C)C=1C=CC2=CN(N=C2C1)[C@H]1CN(C[C@@H](C1)C)C tert-butyl (2R,5S)-5-methyl-2-[2-[(3R,5R)-1,5-dimethyl-3-piperidyl]indazol-6-yl]piperidine-1-carboxylate